ethyl 4-((3-(4-morpholino-6-(pyridin-3-yl)thieno[3,2-d]pyrimidin-2-yl)phenyl)carbamoyl)piperidine-1-carboxylate O1CCN(CC1)C=1C2=C(N=C(N1)C=1C=C(C=CC1)NC(=O)C1CCN(CC1)C(=O)OCC)C=C(S2)C=2C=NC=CC2